7-hydroxy-8-(5-methyl-2-(prop-1-en-2-yl)phenyl)-5-propyl-4H-benzo[d][1,3]dioxin-4-one OC=1C=C(C2=C(OCOC2=O)C1C1=C(C=CC(=C1)C)C(=C)C)CCC